BrC1=CC(=C(C=N1)N)C(F)F 6-bromo-4-(difluoromethyl)pyridin-3-amine